5-bromo-2-((4-(2-(4-chloro-2-fluorophenyl)-2-methylbenzo[d][1,3]dioxol-4-yl)piperidin-1-yl)methyl)-3-methoxypyridine BrC=1C=C(C(=NC1)CN1CCC(CC1)C1=CC=CC=2OC(OC21)(C)C2=C(C=C(C=C2)Cl)F)OC